C=1(C(=CC(=CC1)C)O)C ortho-para-xylenol